COC1=CC=C(C=C1)CO[C@@H]1CC[C@@]2(N(CCN(C2)C=O)C1)C |r| [rac-(7R,9aS)-7-[(4-methoxyphenyl)methoxy]-9a-methyl-3,4,6,7,8,9-hexahydro-1H-pyrido[1,2-a]pyrazin-2-yl]methanone